butyl (E)-2-(4-((5-(dimethylamino)thiophen-2-yl)methylene)-5-oxo-4,5-dihydroisoxazol-3-yl)acetate CN(C1=CC=C(S1)\C=C\1/C(=NOC1=O)CC(=O)OCCCC)C